methyl 2'-(2-(6-cyano-4-oxopyrido[3,4-d]pyrimidin-3(4H)-yl)ethoxy)-5'-(difluoromethyl)-[1,1'-biphenyl]-3-carboxylate C(#N)C1=CC2=C(N=CN(C2=O)CCOC2=C(C=C(C=C2)C(F)F)C2=CC(=CC=C2)C(=O)OC)C=N1